1-Dodecyl-2-ethylpyrrolidinium cyanid [C-]#N.C(CCCCCCCCCCC)[NH+]1C(CCC1)CC